C(C)=NCCC(C)[SiH](OC)OC N-ethylidene-3-methyl-(dimethoxysilyl)-1-propylamine